4-((3r,4r)-1-(3,3-difluoropropyl)-4-((5,7-dimethyl-1H-indol-4-yl)methyl)piperidin-3-yl)benzoic acid FC(CCN1C[C@H]([C@@H](CC1)CC1=C2C=CNC2=C(C=C1C)C)C1=CC=C(C(=O)O)C=C1)F